5-(3',4',5'-trihydroxyphenyl)-gamma-valerolactone OC=1C=C(C=C(C1O)O)CC1CCC(=O)O1